(4R)-2'-deoxy-2',2'-difluoro-3,4,5,6-tetrahydrouridine C1CN(C(=O)N[C@@H]1O)[C@H]2C([C@@H]([C@H](O2)CO)O)(F)F